CC(C)C1=C(C=CC(=C1)C)S(=O)(=O)ONC(=O)OC(C)(C)C 1-((tert-butoxycarbonyl) amino) propan-2-yl-4-methylbenzenesulfonate